FC1(CC(C1)CN1CC(CC1)CNC(=O)C1CCN(CC1)C1=NC(=NO1)C1=CC=C(C=C1)OC)F N-((1-((3,3-difluorocyclobutyl)methyl)pyrrolidin-3-yl)methyl)-1-(3-(4-methoxyphenyl)-1,2,4-oxadiazol-5-yl)piperidine-4-carboxamide